4-Butoxymandelic acid C(CCC)OC1=CC=C(C(C(=O)O)O)C=C1